4-(3-ethyl-4-methyl-5-oxo-4,5-dihydro-1H-1,2,4-triazol-1-yl)-5-fluoro-N-(3-methoxyphenyl)-2-[(2S)-pentan-2-yloxy]benzamide C(C)C1=NN(C(N1C)=O)C1=CC(=C(C(=O)NC2=CC(=CC=C2)OC)C=C1F)O[C@@H](C)CCC